N-((1R,2S)-1-(3-fluorophenyl)-3-methyl-1-((1-(1-methyl-6-oxo-1,6-dihydropyridin-3-yl)-1H-indazol-5-yl)oxy)butan-2-yl)-1-methylcyclopropane-1-carboxamide FC=1C=C(C=CC1)[C@H]([C@H](C(C)C)NC(=O)C1(CC1)C)OC=1C=C2C=NN(C2=CC1)C1=CN(C(C=C1)=O)C